gamma-aminopropyl-triethoxysilane nitrogen [N].NCCC[Si](OCC)(OCC)OCC